BrC=1C=C(C(=NC1)Cl)I 5-bromo-2-chloro-3-iodopyridine